CS(=O)(=O)N1C=C(C=C1)C(=O)N1[C@@H](CC1)C(=O)NC=1SC=C(N1)C1=CC(=CC=C1)C=1C=NC2=CC=CC=C2C1 (S)-1-(1-(methylsulfonyl)-1H-pyrrole-3-carbonyl)-N-(4-(3-(quinolin-3-yl)phenyl)thiazol-2-yl)azetidine-2-carboxamide